[Na].ClCCC 3-chloropropane sodium